benzyl-Butylamine C(C1=CC=CC=C1)NCCCC